BrC=1C=C(C=C(C1)Br)[C@@H](C)NC(C1=C(C=CC(=C1)O)C)=O (R)-N-(1-(3,5-dibromophenyl)ethyl)-5-hydroxy-2-methylbenzamide